4-formylchlorobenzoic acid C(=O)C1=CC(=C(C(=O)O)C=C1)Cl